C(C)(=O)C1=C(C2=C(N=C(N=C2)NC2=NC=C(C=C2)N2CCN(CC2)CCCl)N(C1=O)C1CCCC1)C 6-acetyl-2-((5-(4-(2-chloroethyl)piperazin-1-yl)pyridin-2-yl)amino)-8-cyclopentyl-5-methylpyrido[2,3-d]pyrimidin-7(8H)-one